(12-chloro-4,8,10,11-tetrazatricyclo[7.4.0.02,7]trideca-1(9),2(7),10,12-tetraen-3-yl)methanol ClC=1N=NC=2NC=3CCNC(C3C2C1)CO